Cl.CN(C)CC=1C=NN(C1)C[C@H](C(=O)O)OC(NC1=C2CCCC2=CC=2CCCC12)=O (2R)-3-{4-[(dimethylamino)methyl]-1H-pyrazol-1-yl}-2-{[(1,2,3,5,6,7-hexahydro-s-indacen-4-yl)carbamoyl]oxy}propanoic acid hydrochloride